4-Hydroxypent-2-enoate OC(C=CC(=O)[O-])C